4-chloro-3-(4,4-difluoro-2,2-dimethyl-pyrrolidin-1-yl)-1H-indazole ClC1=C2C(=NNC2=CC=C1)N1C(CC(C1)(F)F)(C)C